N1C=CC=2C1=NC=C(C2)C=2C=C(CCNC(C1=CC(=CC=C1)C(F)(F)F)=O)C=CC2 N-(3-(1H-pyrrolo[2,3-b]pyridin-5-yl)phenethyl)-3-(trifluoromethyl)benzamide